bis-phenylmethyl-4-phenylmethyl-phenylcinnamate C1(=CC=CC=C1)CC1=C(C(=C(C(=O)[O-])C2=CC=C(C=C2)CC2=CC=CC=C2)CC2=CC=CC=C2)C=CC=C1